2-oxo-2-[(2S,5R)-4-[3-(dimethylamino)-2,2-dimethyl-propanoyl]-5-methyl-2-phenyl-piperazin-1-yl]-N-(1-tetrahydropyran-2-ylpyrazolo[4,3-c]pyridin-7-yl)acetamide O=C(C(=O)NC=1C2=C(C=NC1)C=NN2C2OCCCC2)N2[C@H](CN([C@@H](C2)C)C(C(CN(C)C)(C)C)=O)C2=CC=CC=C2